CC1=NSC(=N1)C=1C=C2CN(C(C2=CC1)=O)C=1N=NC(=CC1)OC1CC(NC(C1)(C)C)(C)C 5-(3-methyl-1,2,4-thiadiazol-5-yl)-2-(6-((2,2,6,6-tetramethylpiperidin-4-yl)oxy)pyridazin-3-yl)isoindolin-1-one